bis(pinacolato)Diboron B1(OC(C(O1)(C)C)(C)C)B1OC(C(O1)(C)C)(C)C